O.O.[Ru].N1=C(C=CC=C1)C1=NC=CC=C1.N1=C(C=CC=C1)C1=NC=CC=C1 bis(2,2'-bipyridine) ruthenium dihydrate